(rac)-2-amino-N-[4-bromo-3-chloro-2-(2-fluorobenzoyl)phenyl]Propionamide N[C@@H](C(=O)NC1=C(C(=C(C=C1)Br)Cl)C(C1=C(C=CC=C1)F)=O)C |r|